tert-butyl 3-(3-methyl-4-oxo-7-(4-(trifluoromethoxy)phenyl)-3,4-dihydro-5H-imidazo[4,5-c]pyridin-5-yl)azetidine-1-carboxylate CN1C=NC2=C1C(N(C=C2C2=CC=C(C=C2)OC(F)(F)F)C2CN(C2)C(=O)OC(C)(C)C)=O